tetrahexyldecanol anti-ascorbate O=C1C(O)=C([C@H](O1)[C@@H](O)CO)OC(C(CCCCCCCC)(CCCCCC)CCCCCC)(CCCCCC)CCCCCC